CN1CC(C1)(C)[C@](C=1C=C(C#N)C=CC1)(C1=CC=C(C=C1)OC(F)(F)F)O (R)-3-[(1,3-Dimethyl-azetidin-3-yl)-hydroxy-(4-trifluoromethoxy-phenyl)-methyl]-benzonitrile